1-(((3S)-1-((3-(methylsulfonyl)-1-azetidinyl)sulfonyl)-3-piperidinyl)carbonyl)-N-(4-(trifluoromethyl)benzyl)-D-prolinamide CS(=O)(=O)C1CN(C1)S(=O)(=O)N1C[C@H](CCC1)C(=O)N1[C@H](CCC1)C(=O)NCC1=CC=C(C=C1)C(F)(F)F